C(C)N(C(=O)CC(C1=CC(=CC=C1)C(F)(F)F)NC(OC(C)(C)C)=O)CCO Tert-Butyl N-{2-[ethyl(2-hydroxyethyl)carbamoyl]-1-[3-(trifluoromethyl)phenyl]ethyl}carbamate